(S)-N-(5-(2,4-difluorophenoxy)pyrazin-2-yl)-2-(4-((S)-6-hydroxy-5,6,7,8-tetrahydro-[1,2,4]triazolo[1,5-a]pyridine-6-carbonyl)-3,3-dimethylpiperazin-1-yl)propanamide FC1=C(OC=2N=CC(=NC2)NC([C@H](C)N2CC(N(CC2)C(=O)[C@@]2(CCC=3N(C2)N=CN3)O)(C)C)=O)C=CC(=C1)F